(2-chlorophenyl)-2-methyl-4H-pyrrolo[2,3-d]thiazole-5-carboxamide ClC1=C(C=CC=C1)N1C(=CC2=C1N=C(S2)C)C(=O)N